N-(2-methoxyethyl)-4-[2-{[1-(propan-2-yl)-1H-pyrazolo[4,3-c]pyridin-6-yl]amino}-6-(pyrrolidin-1-yl)pyrimidin-4-yl]piperazine-1-carboxamide COCCNC(=O)N1CCN(CC1)C1=NC(=NC(=C1)N1CCCC1)NC1=CC2=C(C=N1)C=NN2C(C)C